(3aR,3bS,4aS,5R,5aS)-5-(5-chloro-7-(isobutylamino)-3H-imidazo[4,5-b]pyridin-3-yl)-N,2,2-trimethyltetrahydrocyclopropa[3,4]cyclopenta[1,2-d][1,3]dioxole-3b(3aH)-carboxamide ClC1=CC(=C2C(=N1)N(C=N2)[C@@H]2[C@@H]1[C@]([C@@H]3[C@H]2OC(O3)(C)C)(C1)C(=O)NC)NCC(C)C